benzyl 4-[2-(3-bromo-2-fluoro-phenoxy)ethyl]piperazine-1-carboxylate BrC=1C(=C(OCCN2CCN(CC2)C(=O)OCC2=CC=CC=C2)C=CC1)F